C1(CC1)OC1=C(SC=C1)CNCC[C@]1(CCOC2(CCCC2)C1)C1=NC=CC=C1 (R)-N-((3-cyclopropoxythien-2-yl)methyl)-2-(9-(pyridin-2-yl)-6-oxaspiro[4.5]decan-9-yl)ethylamine